C(CCCCCCC)OC(CCCCCC(=O)[O-])=O octylheptanedioate